5,7-dihydro-7,7-dimethyl-indeno[2,1-b]carbazole CC1(C2=CC=CC=C2C=2C1=CC=1NC3=CC=CC=C3C1C2)C